C(COCCOCCOCCOCCOCC=C)OC(CCN)=O 3-aminopropionic acid-3,6,9,12,15-pentoxaoctadec-17-enyl ester